CC=1C=C2C=CC=NC2=C(C1)S(=O)(=O)NC1=C(C=CC=C1)C#CC=1C=CC(=NC1)C(=O)O 5-[2-(6-Methyl-quinoline-8-sulfonyl-amino)-phenylethynyl]-pyridine-2-carboxylic acid